CN1CC(N(CC1)C(=O)C1=C(C=C(C=C1)NC(=O)C1CC1)N1CCCC1)C1=CC=C(C=C1)C N-[4-[4-methyl-2-(4-methylphenyl)piperazine-1-carbonyl]-3-pyrrolidin-1-ylphenyl]cyclopropanecarboxamide